dodecanoate C(CCCCCCCCCCC)(=O)[O-]